C(CCCCC)SC=1C=C(C=CC1)C1=CC(=NC2=C3N=C(C=C(C3=CC=C12)C1=CC(=CC=C1)SCCCCCC)C)C 4,7-bis(3-hexylthio-phenyl)-2,9-dimethyl-1,10-phenanthroline